N-((1,2,3,5,6,7-hexahydro-s-indacen-4-yl)carbamoyl)-N'-(pyridin-3-ylmethyl)-6,7-dihydro-5H-pyrazolo[5,1-b][1,3]oxazine-3-sulfonimidamide C1CCC2=C(C=3CCCC3C=C12)NC(=O)NS(=O)(=NCC=1C=NC=CC1)C=1C=NN2C1OCCC2